4-[4-(2-aminoethyl)phenyl]-3-[(2-methyl-4-phenylimidazol-1-yl)methyl]benzonitrile NCCC1=CC=C(C=C1)C1=C(C=C(C#N)C=C1)CN1C(=NC(=C1)C1=CC=CC=C1)C